2-{[(5Z)-undec-5-en-2-yloxy]carbonyl}benzoic acid CC(CC\C=C/CCCCC)OC(=O)C1=C(C(=O)O)C=CC=C1